N-(4-(4-(3-(4-amino-2-butyl-1-(3-hydroxy-2-(hydroxymethyl)-2-methylpropyl)-1H-imidazo[4,5-c]quinolin-7-yl)propyl)piperazin-1-yl)butyl)acetamide NC1=NC=2C=C(C=CC2C2=C1N=C(N2CC(CO)(C)CO)CCCC)CCCN2CCN(CC2)CCCCNC(C)=O